O1C(=CC2=C1C=CC=C2)C2=CC=C(C=C2)N(C2=CC=C(C=C2)C2=CC1=C(N=C(O1)C1=CC=CC=C1)C=C2)C2=CC=C(C=C2)C=2C=CC1=C(OC3=C1C=CC=C3)C2 N-(4-benzofuran-2-yl-phenyl)-N-(4-dibenzofuran-3-yl-phenyl)-N-{4-(2-phenyl-benzooxazol-6-yl)-phenyl}-amine